N1=NC=C(C=C1)C1=C(C(=O)OCC)C=CC=N1 ethyl 2-(pyridazin-4-yl)nicotinate